C(O[C@@H](C)CC)([O-])=O ((S)-sec-butyl) carbonate